N1(C=NC=C1)C=1C=C(C=C(C1)C)NC1=CC=NC2=CC=CC=C12 N-(3-(1H-Imidazol-1-yl)-5-methylphenyl)quinolin-4-amine